3-acetyl-N-[2-(2,4-dimethylphenyl)ethyl]-1-methyl-5-[3-(trifluoromethyl)phenoxy]-1H-pyrazole-4-carboxamide C(C)(=O)C1=NN(C(=C1C(=O)NCCC1=C(C=C(C=C1)C)C)OC1=CC(=CC=C1)C(F)(F)F)C